C(#N)C(C)(C)C=1C=C(C(=O)NC2=CC(=C(C=C2)C)N2N=CC(=C2)C=2C=NC=C(C2)OC2CCOCC2)C=CC1 3-(2-cyanopropan-2-yl)-N-(4-methyl-3-(4-(5-((tetrahydro-2H-pyran-4-yl)oxy)pyridin-3-yl)-1H-pyrazol-1-yl)phenyl)benzamide